2-[bis[(2,4-dimethoxyphenyl)methyl]amino]-4-methoxy-pyrimidine-5-carbaldehyde COC1=C(C=CC(=C1)OC)CN(C1=NC=C(C(=N1)OC)C=O)CC1=C(C=C(C=C1)OC)OC